benzyl-2-chloropyridine C(C1=CC=CC=C1)C=1C(=NC=CC1)Cl